C(C)OC(CCC(=O)C1=NC(=CC(=C1O)Br)C1=C(C=C(C=C1)F)Cl)=O 4-[4-bromo-6-(2-chloro-4-fluoro-phenyl)-3-hydroxy-pyridin-2-yl]-4-oxo-butyric acid ethyl ester